O=C1NC(CCC1N1C(C2=CC=C(C=C2C1)NC(OC1=CC=CC=C1)=O)=O)=O phenyl N-[2-(2,6-dioxopiperidin-3-yl)-1-oxo-3H-isoindol-5-yl]carbamate